BrC1=CC=C(C=C1)/C(/C#N)=C(/C#N)\C1=CC=C(C=C1)Br 2,3-bis(4-bromophenyl)maleonitrile